C1(CC1)C=1N(C(=C(N1)I)SCC)C 2-cyclopropyl-5-(ethylsulfanyl)-4-iodo-1-methyl-1H-imidazole